BrC1=CC=C(C=C1)C=1C(=NN(C1)C(=C)C1=CC=C(C=C1)Br)C(=O)OCC ethyl 4-(4-bromophenyl)-1-(1-(4-bromophenyl) vinyl)-1H-pyrazole-3-carboxylate